C(=C)S(=O)(=O)N1C[C@@H](CC1)OC=1C=NC=CC1C1=C(C2=NC=CC=C2N1)C1=CC=CC=C1 |r| 2-(3-{[(3RS)-1-(ethenesulfonyl)pyrrolidin-3-yl]oxy}pyridin-4-yl)-3-phenyl-1H-pyrrolo[3,2-b]pyridine